3-((6-(3,4-dimethylphenyl)-1H-indazol-3-yl)oxy)-2,3-dihydrothiophene 1,1-dioxide CC=1C=C(C=CC1C)C1=CC=C2C(=NNC2=C1)OC1CS(C=C1)(=O)=O